2,7-dithienyl-fluorene S1C(=CC=C1)C1=CC=2CC3=CC(=CC=C3C2C=C1)C=1SC=CC1